Cl.N1C(=NC2=C1C=CC=C2)CCNC=2N=C(C(=NC2C2=CC=CC=C2)C(=O)NC(N)=N)N 5-((2-(1H-benzo[d]imidazol-2-yl)ethyl)amino)-3-amino-N-carbamimidoyl-6-phenylpyrazine-2-carboxamide hydrochloride